((2-carbamoyl-4-chlorophenyl)amino)-3,3-dimethyl-5-oxopentanoic acid C(N)(=O)C1=C(C=CC(=C1)Cl)NC(C(=O)O)C(CC=O)(C)C